[N+](=O)([O-])C1(C(C=CC=C1)CCC1=CC=CC=C1)[N+](=O)[O-] 2,2-dinitrobibenzyl